2-PHENYLETHYL ACRYLATE C(C=C)(=O)OCCC1=CC=CC=C1